C(C#CC)(O)O butyndiol